2-(methacryloyloxy)-N,N-dimethyl-ethyl-ammonium chloride [Cl-].C(C(=C)C)(=O)OCC[NH+](C)C